4-methylpiperidineHexylamine CC1CCN(CC1)CCCCCCN